ClC=1C=C2CCNCC2=C(C1)[C@H]1N(CCOC1)C(=O)[O-] (R)-3-(6-chloro-1,2,3,4-Tetrahydroisoquinolin-8-yl)morpholine-4-carboxylate